CC(C(=O)N[C@@H](CC(NCCOC1=CC=CC=C1)=O)C1=CC=CC=C1)(CC)C (S)-2,2-dimethyl-N-(3-oxo-3-((2-phenoxyethyl)amino)-1-phenylpropyl)butanamide